4-((5-((7-fluoro-2-methyl-2H-indazol-5-yl)carbamoyl)-4-methoxypyrimidin-2-yl)(methyl)amino)piperidine-1-carboxylic acid tert-butyl ester C(C)(C)(C)OC(=O)N1CCC(CC1)N(C)C1=NC=C(C(=N1)OC)C(NC1=CC2=CN(N=C2C(=C1)F)C)=O